2-[6-(2-methoxythiazol-5-yl)-3,6-dihydro-2H-pyran-4-yl]-6-[3-(trifluoromethyl)-1-bicyclo[1.1.1]pentanyl]pyrimidine-4,5-diamine COC=1SC(=CN1)C1C=C(CCO1)C1=NC(=C(C(=N1)N)N)C12CC(C1)(C2)C(F)(F)F